ClC=1C=C(C=CC1)C=1OC=C(N1)[C@]1(C(N(CC1)C)=O)O (R,S)-3-(2-(3-chlorophenyl)oxazol-4-yl)-3-hydroxy-1-methylpyrrolidin-2-one